(4-methyl-3-pentenyl)-3-cyclohexene-carbaldehyde CC(=CCCC1(CC=CCC1)C=O)C